[Co](Cl)(Cl)(Cl)(Cl)(Cl)Cl cobalt hexachloride